C(C)(C)(C)OC([C@H](CCCCNC(C)=O)N(C([C@H](CCCCC(=O)OC(C)(C)C)NC(=O)OCC1C2=CC=CC=C2C=2C=CC=CC12)=O)N)=O (S)-6-acetylamino-2-[(S)-6-tert-butoxycarbonyl-amino-2-(9H-fluoren-9-ylmethoxycarbonylamino)-hexanoylamino]-hexanoic acid tert-butyl ester